NC1CCC(CC1)NC1=NC2=C(C=C(C=C2C=N1)C1=C(C=C(N=N1)NS(=O)(=O)C1=C(C=CC=C1)Cl)OC)CC N-(6-(2-(((1r,4r)-4-aminocyclohexyl)amino)-8-ethylquinazolin-6-yl)-5-methoxy-pyridazin-3-yl)-2-chlorobenzenesulfonamide